COCCOC(CC(=O)C)=O acetoacetic acid (2-methoxyethyl) ester